N-[3-(p-t-butylbenzenesulfonyloxy)phenyl]-N'-[4-(p-t-butylbenzenesulfonyloxy)phenyl]urea C(C)(C)(C)C1=CC=C(C=C1)S(=O)(=O)OC=1C=C(C=CC1)NC(=O)NC1=CC=C(C=C1)OS(=O)(=O)C1=CC=C(C=C1)C(C)(C)C